CN1C(=C(C=C1)C)C(=O)NC[C@H](C(N[C@H]1C2=C(CN3N(C1=O)CCC3)C=CC=C2)=O)C 1,3-dimethyl-N-((R)-2-methyl-3-oxo-3-(((S)-11-oxo-2,3,10,11-tetrahydro-1H,5H-benzo[d]pyrazolo[1,2-a][1,2]diazepin-10-yl)amino)propyl)-1H-pyrrole-2-carboxamide